biotin-S-oxide OC(=O)CCCC[C@@H]1S(C[C@@H]2NC(=O)N[C@H]12)=O